BrCCCC1CCCCC1 (3-bromopropyl)cyclohexane